O(C1=CC=CC=C1)CCCOC(C=C)=O acrylic acid-3-phenoxypropyl ester